(R)-6-fluoro-4-(4-fluorophenyl)-N-(pyrrolidin-3-ylmethyl)-3,4-dihydroquinoxaline-1(2H)-carboxamide FC=1C=C2N(CCN(C2=CC1)C(=O)NC[C@H]1CNCC1)C1=CC=C(C=C1)F